C(C)(C)(C)OC(=O)N1CC(CCC1)(O)C1=CC=CC=C1 N-tert-butyloxycarbonyl-3-phenylpiperidin-3-ol